tert-butyl 4-(2-nitro-4-sulfamoylphenylamino)piperidine-1-carboxylate [N+](=O)([O-])C1=C(C=CC(=C1)S(N)(=O)=O)NC1CCN(CC1)C(=O)OC(C)(C)C